FC1(CCC(CC1)[C@@H](C(NC1=NC=CC(=C1)C[C@@H]1C(N[C@@H](C1)C(F)(F)F)=O)=O)NC(=O)C1=C(N=CO1)CC)F N-((S)-1-(4,4-difluorocyclohexyl)-2-oxo-2-((4-(((3S,5S)-2-oxo-5-(trifluoromethyl)pyrrolidin-3-yl)methyl)pyridin-2-yl)amino)ethyl)-4-ethyloxazole-5-carboxamide